lauryldimethylamine N-oxide C(CCCCCCCCCCC)[N+](C)(C)[O-]